S1C=CC2=CC=CC=C12 thiaindene